tert-butyl (R)-3-((S)-1-(tert-butoxy)-3-(2-fluoro-5-formylphenyl)-1-oxopropan-2-yl)pyrrolidine-1-carboxylate C(C)(C)(C)OC([C@@H](CC1=C(C=CC(=C1)C=O)F)[C@@H]1CN(CC1)C(=O)OC(C)(C)C)=O